N-(2-pyridinylmethyl)-N'-(6,7-dihydro-5H-cyclopenta[b]pyridin-7-yl)-1,4-benzenedimethanamine N1=C(C=CC=C1)CNCC1=CC=C(C=C1)CNC1CCC=2C1=NC=CC2